Methyl 5-chloro-4-(5-(hydroxymethyl)-1,3-dimethyl-1H-pyrazol-4-yl)-1-(3-((3-((4-methoxybenzyl)thio)naphthalen-1-yl)oxy)propyl)-3-methyl-1H-indole-2-carboxylate ClC=1C(=C2C(=C(N(C2=CC1)CCCOC1=CC(=CC2=CC=CC=C12)SCC1=CC=C(C=C1)OC)C(=O)OC)C)C=1C(=NN(C1CO)C)C